C1(CC1)C1=NC=NC(=C1C=1N=C(C=2C(N1)=NN(C2)C)OCC=2C=NC(=C(C2)F)C=2N(C=C(N2)C(F)(F)F)C2CC2)OC 6-(4-cyclopropyl-6-methoxy-pyrimidin-5-yl)-4-[[6-[1-cyclopropyl-4-(trifluoromethyl)imidazol-2-yl]-5-fluoro-3-pyridyl]methoxy]-2-methyl-pyrazolo[3,4-d]pyrimidine